C(C)(C)(C)OC(=O)N1N=CC(=C1)C1=NC(=NC=C1Cl)Cl.C(#N)C1=NC=C(C=C1)N1CCN(CC1)C 2-cyano-5-(4-methylpiperazin-1-yl)pyridine tert-butyl-4-(2,5-dichloropyrimidin-4-yl)-1H-pyrazole-1-carboxylate